C(C)(C)(C)OC(=O)N1C(C(CC1)(C)C(=O)NN)=O 3-(Hydrazinocarbonyl)-3-methyl-2-oxopyrrolidine-1-carboxylic acid tert-butyl ester